FC1=C2C=NN(C2=C(C(=C1)F)F)C1OCCCC1 4,6,7-trifluoro-1-tetrahydropyran-2-yl-indazole